sodium tetrakis(heptafluoronaphthalen-2-yl)borate FC=1C(=C(C(=C2C(=C(C(=C(C12)F)[B-](C1=C(C2=C(C(=C(C(=C2C(=C1F)F)F)F)F)F)F)(C1=C(C2=C(C(=C(C(=C2C(=C1F)F)F)F)F)F)F)C1=C(C2=C(C(=C(C(=C2C(=C1F)F)F)F)F)F)F)F)F)F)F)F.[Na+]